[Al].CC1=C(C=CC(=C1)C)S 2,4-dimethylthiophenol aluminum salt